N-(3-(dimethylcarbamoyl)oxetan-3-yl)-2-methyl-5-((4-methylthiazol-5-yl)methoxy)benzofuran CN(C(=O)C1(COC1)N1CSC(=C1C)COC=1C=CC2=C(C=C(O2)C)C1)C